ClC=1C(=NC(=NC1)N[C@H]1CN(CC1)CC1(CCN(CC1)CC1CCN(CC1)C=1C=C2CN(CC2=CC1)C1C(NC(CC1)=O)=O)O)C1=CNC2=CC=CC=C12 5-(4-((4-(((R)-3-((5-chloro-4-(1H-indol-3-yl)pyrimidin-2-yl)amino)pyrrolidin-1-yl)methyl)-4-hydroxypiperidin-1-yl)methyl)piperidin-1-yl)-2-(2,6-dioxopiperidin-3-yl)isoindoline